5-benzyl-N-((2S)-4-methyl-3-oxo-1,1a,2,3,4,8b-hexahydrobenzo[b]cyclopropa[d]azepin-2-yl)-4H-1,2,4-triazole-3-carboxamide C(C1=CC=CC=C1)C=1NC(=NN1)C(=O)N[C@H]1C2C(C3=C(N(C1=O)C)C=CC=C3)C2